C(#N)CC(=O)N1C[C@@H]([C@@H](CC1)C)N(C=1C2=C(N=CN1)N(C=C2)C(CCC(=O)OC)=O)C Methyl 4-(4-(((3R,4R)-1-(2-cyanoacetyl)-4-methylpiperidin-3-yl)(methyl)amino)-7H-pyrrolo[2,3-d]pyrimidin-7-yl)-4-oxobutanoate